dimethylaniline-d6 Rel-tert-butyl-(3R,4R)-4-(6-amino-8-oxo-7H-purin-9-yl)-3-fluoropiperidine-1-carboxylate C(C)(C)(C)OC(=O)N1C[C@H]([C@@H](CC1)N1C2=NC=NC(=C2NC1=O)N)F.CC1(C(=C(C(=C(C1N([2H])[2H])[2H])[2H])[2H])[2H])C |o1:9,10|